FC1=C(C=CC(=C1)F)C=1C=C/2C(=CN1)NC(\C2=C(\C)/NC=2C=NN(C2)C)=O (Z)-5-(2,4-Difluorophenyl)-3-(1-((1-methyl-1H-pyrazol-4-yl)amino)ethylidene)-1H-pyrrolo[2,3-c]pyridin-2(3H)-one